tert-butyl 3-(2-(diethylamino)ethyl)-4-methoxy-1H-pyrrolo[3,2-c]pyridine-1-carboxylate C(C)N(CCC1=CN(C2=C1C(=NC=C2)OC)C(=O)OC(C)(C)C)CC